5-isobutyl-4-methyl-3-(4-((2-methyl-1H-imidazol-1-yl)methyl)phenyl)thiophene-2-sulfonamide C(C(C)C)C1=C(C(=C(S1)S(=O)(=O)N)C1=CC=C(C=C1)CN1C(=NC=C1)C)C